(1r,2r)-2-amino-1-(4-(methylsulfonyl)phenyl)-1,3-propanediol hydrochloride Cl.N[C@@H]([C@H](O)C1=CC=C(C=C1)S(=O)(=O)C)CO